FC1(COC1)CNC1=NN2C(C=N1)=C(C=C2)C=2C=CC=1N(N2)C=CN1 N-((3-fluorooxetan-3-yl)methyl)-5-(imidazo[1,2-b]pyridazin-6-yl)pyrrolo[2,1-f][1,2,4]triazin-2-amine